5-[4'-[(5-(azidomethyl)-2-butyl-4-chloro-1H-imidazol-1-yl)methyl]-[1,1'-biphenyl]-2-yl]-1H-tetrazole N(=[N+]=[N-])CC1=C(N=C(N1CC1=CC=C(C=C1)C1=C(C=CC=C1)C1=NN=NN1)CCCC)Cl